tert-butyl 4-[[5-[3-(2,2-difluoroethyl)-2-methylimidazo[4,5-b]pyridin-5-yl]pyrrolo[2,1-f][1,2,4]triazin-2-yl]amino]piperidine-1-carboxylate FC(CN1C(=NC=2C1=NC(=CC2)C=2C=CN1N=C(N=CC12)NC1CCN(CC1)C(=O)OC(C)(C)C)C)F